3,4-pyrrolidinedicarboxamide N1CC(C(C1)C(=O)N)C(=O)N